(1R,3R,5R)-N-((R)-(4-chloro-2,5-difluorophenyl)(3-oxetanyl)methyl)-2-(3-methyl-5-(methylsulfonyl)benzoyl)-2-azabicyclo[3.1.0]hexane-3-carboxamide ClC1=CC(=C(C=C1F)[C@H](NC(=O)[C@@H]1N([C@@H]2C[C@@H]2C1)C(C1=CC(=CC(=C1)S(=O)(=O)C)C)=O)C1COC1)F